FC(F)C(C(COCC(C(C(F)F)(F)F)(F)F)(F)F)(F)F Difluoromethyl-2,2,3,3-tetrafluoropropyl ether